CN(C1=NC(=NC(=C1)NCC1=CC=C(C=C1)S(=O)(=O)C)NC=1SC(=C(N1)C)C(=O)OCC)C 2-[[4-(dimethylamino)-6-[[[4-(methylsulfonyl)phenyl]methyl]amino]-2-pyrimidinyl]amino]-4-methyl-5-thiazolecarboxylic acid, ethyl ester